(3-(4-(1-(2-chloro-1H-imidazol-1-yl)ethyl)phenyl)-5-isobutylthiophene-2-yl)sulfonylcarbamic acid-2-hydroxyethyl ester OCCOC(NS(=O)(=O)C=1SC(=CC1C1=CC=C(C=C1)C(C)N1C(=NC=C1)Cl)CC(C)C)=O